(S,E)-N-(1-(4-bromo-2-methoxyphenyl)ethylidene)-2-methylpropane-2-sulfinamide BrC1=CC(=C(C=C1)\C(\C)=N\[S@@](=O)C(C)(C)C)OC